2-(4-(4-chlorophenyl)-9-ethyl-2-(perfluoroethyl)imidazo[1,2-a][1,8]naphthyridin-8-yl)-1,3,4-oxadiazole ClC1=CC=C(C=C1)C=1C=2C=CC=3N(C2N=C(C1)C(C(F)(F)F)(F)F)C(=C(N3)C=3OC=NN3)CC